2-Butyloctyl 8-Oxooctadecanoate O=C(CCCCCCC(=O)OCC(CCCCCC)CCCC)CCCCCCCCCC